methyl-6-oxo-6,8-dihydro-2H-spiro[benzo[2,1-b:3,4-c']difuran-3,4'-piperidine]-1'-carboxylic acid tert-butyl ester C(C)(C)(C)OC(=O)N1C(CC2(CC1)C1=C(OC2)C=2COC(C2C=C1)=O)C